FC=1C=CC=2N(C3=CC=C(C=C3C2C1)F)CC(CN1C2=CC=C(C=C2C=2C=C(C=CC12)F)F)O 1,3-bis(3,6-difluoro-9H-carbazole-9-yl)-2-propanol